FC1=C(C=CC(=C1)F)C1=CC(=C2CNC(C2=C1)=O)C1=C(SC(=C1C)C)C 6-(2,4-difluorophenyl)-4-(2,4,5-trimethylthiophen-3-yl)isoindolin-1-one